3-(5,6-dichloro-1H-1,3-benzodiazol-2-yl)-1-(piperidin-1-yl)propan-1-one ClC1=CC2=C(NC(=N2)CCC(=O)N2CCCCC2)C=C1Cl